FC=1C=C(NC2=NN(C3=C2C=NC=C3)CC(F)(F)F)C=CC1C 3-(3-fluoro-4-methylanilino)-1-(2,2,2-trifluoroethyl)pyrazolo[4,3-c]pyridin